4-BROMO-N-(1-METHYL-3-OXOPROPYL)BENZAMIDE BrC1=CC=C(C(=O)NC(CC=O)C)C=C1